C(#N)C1(CC1)C1=NC(=CC(=C1)C(=O)NC(C)C1=NC=CN=C1C1=NC=C(C=C1)F)C(F)(F)F 2-(1-cyanocyclopropyl)-N-[1-[3-(5-fluoro-2-pyridyl)pyrazin-2-yl]ethyl]-6-(trifluoromethyl)pyridine-4-carboxamide